3-methacryloyloxypropyltrimeth-oxysilane C(C(=C)C)(=O)OCCC[Si](OC)(OC)OC